4-amino-3-[6-(2-propoxyphenyl)pyridine-3-ylazo]naphthalene NC1=C(C=CC2=CC=CC=C12)N=NC=1C=NC(=CC1)C1=C(C=CC=C1)OCCC